1-(2-(1-(tert-butyl)-1H-pyrazol-4-yl)ethyl)piperidine-4-carboxylic acid C(C)(C)(C)N1N=CC(=C1)CCN1CCC(CC1)C(=O)O